NC1=NC(=NN1)C1=NC=CC=C1 5-amino-3-(pyridin-2-yl)-1H-1,2,4-triazol